C(CCCCCCC=CCC=CCC=C)C1=C(C=CC=C1)O (8,11,14-pentadecatrienyl)phenol